2,3,4,5,6-pentafluoro-D-phenylalanine FC1=C(C[C@@H](N)C(=O)O)C(=C(C(=C1F)F)F)F